ClC1=C2C(=NC(=N1)C(=O)NCC1=C(C=C(C=C1)OC)OC)N(N=C2)C 4-chloro-N-(2,4-dimethoxybenzyl)-1-methyl-1H-pyrazolo[3,4-d]pyrimidine-6-carboxamide